N-(5-(cyclopropylethynyl)-1,3,4-thiadiazol-2-yl)-2''-(difluoromethyl)-5''-methoxy-2-oxo-2H-[1,2':4',4''-terpyridin]-5'-carboxamide C1(CC1)C#CC1=NN=C(S1)NC(=O)C=1C(=CC(=NC1)N1C(C=CC=C1)=O)C1=CC(=NC=C1OC)C(F)F